C1(=CCCCC1)C1CCC(CC1)=O 4-(1-cyclohexenyl)cyclohexanone